C(#C)C1CC1 1-ethynylcyclopropan